C(#N)C1=C(C=C(C=C1)CC(=O)OC)C methyl 2-(4-cyano-3-methylphenyl)acetate